CC(C(=O)OCOC=1C(=NC=CC1NC=O)C(N[C@H](C(=O)OC(C(C(C)C)OC1=CC=C(C=C1)F)C)C)=O)C [2-[[(1S)-2-[2-(4-fluorophenoxyl)-1,3-dimethyl-butoxy]-1-methyl-2-oxo-ethyl]carbamoyl]-4-formamido-3-pyridyl]oxymethyl 2-methylpropanoate